(3-(2-(dimethylamino)ethyl)-1H-indol-4-yl)methanol CN(CCC1=CNC2=CC=CC(=C12)CO)C